C(C1=CC=CC=C1)OCC1=NN(C(N1CC)=O)C1=NC=2C(=CN(C(C2C=C1F)=O)C1=C(C=CC=C1)OC)C(C)C (3-((benzyloxy)methyl)-4-ethyl-5-oxo-4,5-dihydro-1H-1,2,4-triazol-1-yl)-3-fluoro-8-isopropyl-6-(2-methoxyphenyl)-1,6-naphthyridin-5(6H)-one